N-(2-{1-methyl-1H-pyrazolo[3,4-b]pyridin-4-yl}-[1,3]thiazolo[5,4-c]pyridin-6-yl)-2-[(1S,4S)-5-methyl-2,5-diazabicyclo[2.2.1]heptan-2-yl]pyrimidin-4-amine CN1N=CC=2C1=NC=CC2C=2SC=1C=NC(=CC1N2)NC2=NC(=NC=C2)N2[C@@H]1CN([C@H](C2)C1)C